3,6-dichloro-1-(3-((5-(methyl-d3)-4-nitro(tetrahydro-2H-pyran-4-yl)-1H-pyrazol-3-yl)oxy)propyl)-1H-pyrazolo[3,4-d]pyrimidine ClC1=NN(C2=NC(=NC=C21)Cl)CCCOC2=NN(C(=C2[N+](=O)[O-])C([2H])([2H])[2H])C2CCOCC2